tert-butyl (3'R)-5',5'-difluoro-3-methyl-2-oxo[1,3'-bipiperidine]-1'-carboxylate FC1(C[C@H](CN(C1)C(=O)OC(C)(C)C)N1C(C(CCC1)C)=O)F